NC[C@H](CNC1=CC(=C(C=C1Cl)S(=O)(=O)NC=1SC=CN1)F)CC1=CC=C(C=C1)CN 4-[[(2R)-2-(aminomethyl)-3-[4-(aminomethyl)phenyl]propyl]amino]-5-chloro-2-fluoro-N-thiazol-2-yl-benzenesulfonamide